4-[(2R)-3-(3,4-dihydro-1H-isoquinolin-2-yl)-2-hydroxy-propyl]-2,3-dihydropyrido[4,3-f][1,4]oxazepine-5-one C1N(CCC2=CC=CC=C12)C[C@H](CN1CCOC2=C(C1=O)C=CN=C2)O